C(CCCCCCCCCCCCCCCCCCC)(=O)N[C@@H](CO)[C@@H](CCCCCCCCCCCCC)O (2S,3R)-2-eicosanoylaminohexadecane-1,3-diol